S1C(=CC=C1)C=1C=NC=CC1 3-(2-thienyl)-pyridine